Dicumylphenyloxyacetate C(C)(C)(C1=CC=CC=C1)C(C(=O)[O-])(OC1=CC=CC=C1)C(C)(C)C1=CC=CC=C1